CN1N=C(C(=C1OC1=CC=CC=C1)\C=N\OCC1=CC=C(C=C1)C(=O)[O-])C (E)-α-(1,3-dimethyl-5-phenoxypyrazol-4-ylmethyleneaminooxy)-p-toluate